C(#C)C1=C(C(=CC(=C1)C#C)C#C)CN 2,4,6-tri-ethynylbenzenemethylamine